phenyl-5a,6,7,8-tetrahydro-8aH-cyclopenta[4,5]furo[3,2-c]pyridine-8,8a-diol C1(=CC=CC=C1)C1=NC=CC2=C1C1(C(O2)CCC1O)O